NC=1C2=C(N=C(N1)OCCCC)C(=C(N2)C#N)CC=2C=NC(=CC2)CN2CCCC2 4-amino-2-butoxy-7-((6-(pyrrolidin-1-yl-methyl)pyridin-3-yl)methyl)-5H-pyrrolo[3,2-d]pyrimidin-6-carbonitrile